(S)-2-(4-((2-chloro-6-fluorophenyl)carbamoyl)-2-fluoro-5-((1,1,1-trifluoropropan-2-yl)oxy)phenyl)-5-ethylthiazole-4-carboxamide ClC1=C(C(=CC=C1)F)NC(=O)C1=CC(=C(C=C1O[C@H](C(F)(F)F)C)C=1SC(=C(N1)C(=O)N)CC)F